NC1=C(C=C(C=C1C(=O)NC=1NC=CC1)C1=CC=C(C=C1)Cl)C1=CC=C(C=C1)S(N)(=O)=O 4'-amino-4-chloro-N-(1H-pyrrol-2-yl)-4''-sulfamoyl-[1,1':3',1''-terphenyl]-5'-carboxamide